CC(C(CCCC(C)O)O)O 2,3,7-Octantriol